2-[1-(cyclopropylmethyl)-3-methyl-pyrazol-4-yl]-6-[5-[(6-methylpyridazin-3-yl)amino]benzimidazol-1-yl]pyridine-3-carbaldehyde C1(CC1)CN1N=C(C(=C1)C1=NC(=CC=C1C=O)N1C=NC2=C1C=CC(=C2)NC=2N=NC(=CC2)C)C